thymol phosphate P(=O)(O)(O)OC1=C(C=CC(=C1)C)C(C)C